O=C1NC(CCC1N1C(C2=CC=C(C=C2C1=O)C1CCN(CC1)CC1CCN(CC1)CC1=CC=C(C(=O)NC2=CC(=C(C=C2)C)NC2=NC=CC(=N2)C=2C=NC=CC2)C=C1)=O)=O 4-((4-((4-(2-(2,6-dioxopiperidin-3-yl)-1,3-dioxoisoindolin-5-yl)piperidin-1-yl)methyl)piperidin-1-yl)methyl)-N-(4-methyl-3-((4-(pyridin-3-yl)pyrimidin-2-yl)amino)phenyl)benzamide